(Naphthalen-1-yl)-3-oxopropanoic acid Ethyl ester C(C)OC(C(C=O)C1=CC=CC2=CC=CC=C12)=O